6-methyl-N3-[4-(methylsulfonyl)benzyl]-2-oxo-N5-pyrrolidin-1-yl-1-[3-(trifluoromethyl)phenyl]-1,2-dihydropyridine-3,5-dicarboxamide CC1=C(C=C(C(N1C1=CC(=CC=C1)C(F)(F)F)=O)C(=O)NCC1=CC=C(C=C1)S(=O)(=O)C)C(=O)NN1CCCC1